Tert-butyl 4-(2-methylsulfonyloxyethyl)piperazine-1-carboxylate CS(=O)(=O)OCCN1CCN(CC1)C(=O)OC(C)(C)C